2-(ethylthio)-N-(2-pyridinylmethyl)ethanamine C(C)SCCNCC1=NC=CC=C1